O=C1NC2(COC1)C(N(CCC2)C(=O)OC(C)(C)C)CO[C@@H]2CC[C@@H](CC2)C2=CC=CC=C2 tert-butyl (CIS)-2-oxo-7-({[(CIS)-4-phenylcyclohexyl]oxy}methyl)-4-oxa-1,8-diazaspiro[5.5]undecane-8-carboxylate